benzyltrimethylammonium bromide salt [Br-].C(C1=CC=CC=C1)[N+](C)(C)C